C(C)(C)(C)C1CC=C(CC1)C=CC=O 3-(4-(tert-butyl)cyclohex-1-en-1-yl)acrolein